O[C@H](CN(C(=O)C=1NN=C2C1CN([C@@H](C2)C)C(=O)OC(C)(C)C)[C@@H](C)C2=CC=C(C=C2)S(=O)(=O)C)C(=O)NC tert-Butyl (R)-3-(((R)-2-hydroxy-3-(methylamino)-3-oxopropyl)((S)-1-(4-(methyl sulfonyl)phenyl)ethyl)carbamoyl)-6-methyl-2,4,6,7-tetrahydro-5H-pyrazolo[4,3-c]pyridine-5-carboxylate